C1(CCCC1)[C@@H]1NN=C2C=3C=CC=NC3CC[C@@H]21 (3s,3ar)-3-cyclopentyl-3,3a,4,5-tetrahydro-2H-pyrazolo[3,4-f]quinoline